[Cu+2].C(CCCCC)P([O-])([O-])=O Hexylphosphonate copper